CC=1C=C(C=2OC3(C(NC2N1)=C=O)CC3)C#N 6'-Methyl-3'-carbonyl-3',4'-dihydrospiro[cyclopropane-1,2'-pyrido[3,2-b][1,4]oxazine]-8'-carbonitrile